tert-Butyl ((S)-1-(7-((S)-2-cyclopropoxy-((S)-2-oxo-4-(trifluoromethyl)imidazolidin-1-yl)ethyl)imidazo[1,2-b]pyridazin-2-yl)-4,4,4-trifluoro-3,3-dimethylbutyl)carbamate C1(CC1)O[C@@H](CC1=CC=2N(N=C1)C=C(N2)[C@H](CC(C(F)(F)F)(C)C)NC(OC(C)(C)C)=O)N2C(N[C@@H](C2)C(F)(F)F)=O